Cl.COC([C@@H](NCCC)CC(C)C)=O propyl-leucine methyl ester hydrochloride